N(=[N+]=[N-])CCOCCOCCOCCOCC(=O)NC1=C2C(N(C(C2=CC=C1)=O)C1C(NC(CC1)=O)=O)=O 14-azido-N-(2-(2,6-dioxopiperidin-3-yl)-1,3-dioxoisoindolin-4-yl)-3,6,9,12-tetraoxatetradecanamide